5-fluoro-6-hydroxy-3-((2-(trimethylsilyl)ethoxy)methyl)quinazolin-4(3H)-one FC1=C2C(N(C=NC2=CC=C1O)COCC[Si](C)(C)C)=O